FC1=NC=CC2=C1CC1CCC2N1C(=O)NC1=CC=C(C=C1)C1=C(N=CO1)C 1-fluoro-N-(4-(4-methyloxazol-5-yl)phenyl)-6,7,8,9-tetrahydro-5H-5,8-epiminocyclohepta[c]pyridine-10-carboxamide